3-iodo-2-methylazetidine-1-carboxylic acid tert-butyl ester C(C)(C)(C)OC(=O)N1C(C(C1)I)C